(R)-2-fluoro-N-(8-methylisoquinolin-1-yl)-4-(5-phenyl-3H-[1,2,3]triazolo[4,5-b]pyridin-3-yl)-N-(piperidin-3-yl)benzamide FC1=C(C(=O)N([C@H]2CNCCC2)C2=NC=CC3=CC=CC(=C23)C)C=CC(=C1)N1N=NC=2C1=NC(=CC2)C2=CC=CC=C2